2-{[4-({bis[(tert-butoxy)carbonyl]amino}methyl)-1H-1,3-benzodiazol-2-yl]amino}-2-[3-(trifluoromethyl)phenyl]propyl 2,2-dimethylpropanoate CC(C(=O)OCC(C)(C1=CC(=CC=C1)C(F)(F)F)NC1=NC2=C(N1)C=CC=C2CN(C(=O)OC(C)(C)C)C(=O)OC(C)(C)C)(C)C